N12CCN(C(CC1)C2)C2=CC(=C(C=C2)NC2=NC=C(C(=N2)NCCCN(C(=O)C2CCC2)C)C(F)(F)F)CC N-(3-((2-((4-(1,4-diazabicyclo[3.2.1]octan-4-yl)-2-ethylphenyl)amino)-5-(trifluoromethyl)pyrimidin-4-yl)amino)propyl)-N-methylcyclobutanecarboxamide